5-chloro-2-(4,4-difluoroazepan-1-yl)-N-(3-(N'-hydroxycarbamimidoyl)phenyl)-6-(trifluoromethyl)benzamide ClC=1C=CC(=C(C(=O)NC2=CC(=CC=C2)C(N)=NO)C1C(F)(F)F)N1CCC(CCC1)(F)F